BrC1=CC=CC=2C=3N(C(=NC12)N[C@@H]1C(NCCS(C1)=O)=O)N=C(N3)C=3C=NN(C3)C (6R)-6-{[7-bromo-2-(1-methyl-1H-pyrazol-4-yl)[1,2,4]triazolo[1,5-c]quinazolin-5-yl]amino}-1λ4,4-thiazepan-1,5-dione